FC(C(=O)O)(F)F.FC1=C(C=CC(=C1)F)S(=O)(=O)NC=1C(=NC=C(C1)C=1C=C2C(=NC=NC2=C(C1)F)N1CCNCC1)OC 2,4-Difluoro-N-(5-(8-fluoro-4-(piperazin-1-yl)quinazolin-6-yl)-2-methoxypyridin-3-yl)benzenesulfonamide trifluoroacetate